2-(3-(2-(2-((2-(2,6-dioxopiperidin-3-yl)-1,3-dioxoisoindolin-5-yl)amino)ethoxy)ethoxy)phenyl)-N-(5-methyl-4-(1-(1-methyl-1H-imidazole-5-carbonyl)indolin-5-yl)thiazol-2-yl)acetamide O=C1NC(CCC1N1C(C2=CC=C(C=C2C1=O)NCCOCCOC=1C=C(C=CC1)CC(=O)NC=1SC(=C(N1)C=1C=C2CCN(C2=CC1)C(=O)C1=CN=CN1C)C)=O)=O